(1-(1-(4-fluorophenyl)-6-methyl-1H-indazol-5-yl)-3-((2-methyl-2H-1,2,3-triazol-4-yl)sulfonyl)-3-azabicyclo[3.1.0]hexan-6-yl)methanamine FC1=CC=C(C=C1)N1N=CC2=CC(=C(C=C12)C)C12CN(CC2C1CN)S(=O)(=O)C1=NN(N=C1)C